N'-(4-(3-((2-chloro-6-fluorobenzyl)oxy)oxetan-3-yl)-2,5-dimethylphenyl)-N-ethyl-N-methylformimidamide ClC1=C(COC2(COC2)C2=CC(=C(C=C2C)N=CN(C)CC)C)C(=CC=C1)F